2-(2-Chloro-5-fluoropyrimidin-4-yl)-7-isopropyl-3,5-dimethylthieno[2,3-d]pyridazin-4(5H)-one ClC1=NC=C(C(=N1)C1=C(C2=C(C(=NN(C2=O)C)C(C)C)S1)C)F